NC=1C(N(C=CC1)CC1=CC2=NC=C(C(=C2N1COCC[Si](C)(C)C)OC(C)C)F)=O 3-amino-1-[[6-fluoro-7-isopropoxy-1-(2-trimethylsilylethoxymethyl)pyrrolo[3,2-b]pyridin-2-yl]methyl]pyridin-2-one